CN(CCN(C(C(=C)F)=O)[C@@H]1C[C@@H](C1)OC1=C2C=NNC2=CC(=C1)C1=CC=C(C=C1)O)C cis-N-(2-(dimethylamino)ethyl)-2-fluoro-N-(3-((6-(4-hydroxyphenyl)-1H-indazole-4-yl)oxy)cyclobutyl)acrylamide